CC1=CC=CC(=N1)C1=C(N=CN1)C=1C=C2C=C(C=NC2=CC1)C1=CC=C(S1)C(=O)O[C@H]1CN(CC1)C (R)-1-methylpyrrolidin-3-yl 5-(6-(5-(6-methylpyridin-2-yl)-1H-imidazol-4-yl)quinolin-3-yl)thiophene-2-carboxylate